L-N,N-dimethylformamide CN(C=O)C